FC1=C(C=CC(=C1)C(F)(F)F)C1=NC(=NO1)CNC(=O)C=1C(=NC=CC1)F N-((5-(2-fluoro-4-(trifluoromethyl)phenyl)-1,2,4-oxadiazol-3-yl)methyl)-2-fluoropyridine-3-carboxamide